(E)-3-(4-chlorophenyl)-1-(3-hydroxy-5-methoxypyridin-4-yl)prop-2-en-1-one ClC1=CC=C(C=C1)/C=C/C(=O)C1=C(C=NC=C1OC)O